C1(=CC=CC=C1)C1=C(C(=CC(=C1C1=CC=CC=C1)C1=CC=CC=C1)C1=CC(=CC=C1)C1=C2C=CC=CC2=C(C2=CC=CC=C12)C=1C=C(C=CC1)C1=CC=C2C=CC=NC2=C1)C1=CC=CC=C1 7-(3-(10-(3',4',5'-triphenyl-[1,1':2',1''-terphenyl]-3-yl)anthracen-9-yl)phenyl)quinoline